(S)-(+)-5-((4-Chloro-3-((methylsulfinyl)methyl)phenyl)amino)-7-(cyclopropylamino)pyrazolo[1,5-a]pyrimidin-3-carbonitril ClC1=C(C=C(C=C1)NC1=NC=2N(C(=C1)NC1CC1)N=CC2C#N)C[S@@](=O)C